3α-Hydroxy-5α-androstan O[C@H]1C[C@@H]2CC[C@H]3[C@@H]4CCC[C@@]4(C)CC[C@@H]3[C@]2(CC1)C